S1C(=CC=C1)C=1C(NC(NC1)=O)=O THIOPHENYLURACILE